C1(CC1)C1=CC(=C(COC=2C=C3CCC(C3=CC2)N2CC(C2)C(=O)O)C=C1)F 1-(5-((4-cyclopropyl-2-fluorobenzyl)oxy)-2,3-dihydro-1H-inden-1-yl)azetidine-3-carboxylic acid